N1N=CC=2C1=NC=NC2N[C@H](C(=O)O)CCN(CCCCC2=NC=1NCCCC1C=C2)C[C@@H](C)OC (S)-2-((1H-pyrazolo[3,4-d]pyrimidin-4-yl)amino)-4-(((R)-2-methoxypropyl)(4-(5,6,7,8-tetrahydro-1,8-naphthyridin-2-yl)butyl)amino)butanoic acid